BrCC1(OCCO1)CBr 2,2-bis(bromomethyl)-1,3-dioxolane